C(C1=CC=CC=C1)OC=1C=C(C=C(C1)OCC1=CC=CC=C1)C=1OC2=C(C1)C=C(C(=C2)O)OC 2-(3,5-dibenzyloxyphenyl)-5-methoxy-6-hydroxybenzofuran